O=C1N(C=CC=C1C(=O)N)C1=CC(=CC=C1)C(F)(F)F 2-oxo-1-[3-(trifluoromethyl)phenyl]pyridine-3-carboxamide